ClC1=CC=C(C(=N1)C=1C=NC=2N(C1)N=C(C2)C(F)(F)F)S(=O)(=O)CC 6-(6-chloro-3-(ethylsulfonyl)pyridin-2-yl)-2-(trifluoromethyl)pyrazolo[1,5-a]pyrimidine